({1-tert-butyl-3-[(1s,3r)-3-hydroxycyclopentyl]-1H-pyrazol-5-yl}amino)-2-[(4-methoxyphenyl)methyl]-1-methyl-2,3-dihydro-1H-indazol-3-one C(C)(C)(C)N1N=C(C=C1NC1=C2C(N(N(C2=CC=C1)C)CC1=CC=C(C=C1)OC)=O)[C@@H]1C[C@@H](CC1)O